1-((6aR)-1-(tert-butylamino)-4-chloro-3-(2-fluoro-6-hydroxyphenyl)-6a,7,9,10-tetrahydro-12H-pyrazino[2,1-c]pyrido[3,4-f][1,4]oxazepin-8(6H)-yl)prop-2-en-1-one C(C)(C)(C)NC1=NC(=C(C2=C1CN1[C@@H](CO2)CN(CC1)C(C=C)=O)Cl)C1=C(C=CC=C1O)F